CC1(C(N(C(N1)=O)CCC[Si](OCC)(OCC)OCC)=O)C 5,5-dimethyl-3-(3'-triethoxysilylpropyl)-hydantoin